C(C1=CC=CC=C1)OC(N(C)CC12CN(C(C1)C2)C2=NC=CC(=N2)NC2=NNC(=C2)C2CCCC2)=O N-[[2-[4-[(5-cyclopentyl-1H-pyrazol-3-yl)amino]pyrimidin-2-yl]-2-azabicyclo[2.1.1]hex-4-yl]methyl]-N-methyl-carbamic acid benzyl ester